tert-butyl (S)-5-amino-4-(5-(((R)-1-(5-chloro-3-fluoropyridin-2-yl)-2,2,2-trifluoroethyl) carbamoyl)-1-oxoisoindolin-2-yl)-5-oxopentanoate NC([C@H](CCC(=O)OC(C)(C)C)N1C(C2=CC=C(C=C2C1)C(N[C@@H](C(F)(F)F)C1=NC=C(C=C1F)Cl)=O)=O)=O